3-chloro-5-[6-(pyridazin-3-yl)pyrimidin-4-yl]benzonitrile ClC=1C=C(C#N)C=C(C1)C1=NC=NC(=C1)C=1N=NC=CC1